N-(4-(hydroxymethyl)phenyl)-6-(((4-methoxyphenyl)benzhydryl)amino)hexanamide OCC1=CC=C(C=C1)NC(CCCCCNC(C1=CC=CC=C1)(C1=CC=CC=C1)C1=CC=C(C=C1)OC)=O